NC1=C2N=CN(C2=NC(=N1)OCCC1=CNC2=CC(=CC=C12)Cl)[C@@H]1O[C@H](CC1)CO (2R,3R,4S,5R)-2-(6-amino-2-(2-(6-chloro-1H-indol-3-yl)ethoxy)-9H-purin-9-yl)-5-(hydroxymethyl)-tetrahydrofuran